FC1(CCN(CC1)C(=O)C1=CC=2N(C=C1)C(=CN2)C2=CC=C(C(=O)O)C=C2)F 4-(7-(4,4-difluoropiperidine-1-carbonyl)imidazo[1,2-a]pyridin-3-yl)benzoic acid